8-acetyl-2-(dimethylamino)-3,6-dimethyl-4H-chromen-4-one C(C)(=O)C=1C=C(C=C2C(C(=C(OC12)N(C)C)C)=O)C